FC1=C2C(=NC(=NC2=C(C=C1F)F)OC[C@]12CCCN2C[C@@H](C1)F)N1CC2CCC(C1)N2C(=O)OC(C)(C)C tert-butyl 3-(5,6,8-trifluoro-2-(((2R,7aS)-2-fluorotetrahydro-1H-pyrrolizin-7a(5H)-yl)methoxy)quinazolin-4-yl)-3,8-diazabicyclo[3.2.1]octane-8-carboxylate